C1(CCCC1)N1C(C(=CC2=C1N=C(N=C2)NC=2C=C1CCN(CC1=CC2)CCOC)C#N)=O 8-cyclopentyl-2-((2-(2-methoxyethyl)-1,2,3,4-tetrahydroisoquinolin-6-yl)amino)-7-oxo-7,8-dihydropyrido[2,3-d]pyrimidine-6-carbonitrile